[2-Fluoro-5-(7-morpholin-4-yl-quinazolin-4-yl)-phenyl]-(1-methyl-1H-pyrazolo[3,4-d]-pyrimidin-4-yl)-methanol FC1=C(C=C(C=C1)C1=NC=NC2=CC(=CC=C12)N1CCOCC1)C(O)C1=C2C(=NC=N1)N(N=C2)C